C(C)(C)OC(NCC=1C=C2CN(CC2=C(C1)C1=CC=C(C=C1)C#N)C#N)=O ((2-cyano-7-(4-cyanophenyl)isoindolin-5-yl)methyl)carbamic acid isopropyl ester